methyl (S)-4-(3-fluoro-2-((R)-1-fluoroethyl) phenyl)-2-methyl-5-oxo-1,4,5,7-tetrahydrofuro[3,4-b]pyridine-3-carboxylate FC=1C(=C(C=CC1)[C@@H]1C2=C(NC(=C1C(=O)OC)C)COC2=O)[C@@H](C)F